(4-Methoxyphenyl)methyl N-(4-fluoro-1-methyl-6,7-dihydro-5H-cyclopenta[c]pyridin-6-yl)carbamate FC=1C2=C(C(=NC1)C)CC(C2)NC(OCC2=CC=C(C=C2)OC)=O